tris[2-(trivinylsilyl)ethyl]vinylsilane C(=C)[Si](CCC(=C(CC[Si](C=C)(C=C)C=C)CC[Si](C=C)(C=C)C=C)[SiH3])(C=C)C=C